(S)-2-amino-N-((4'-(trifluoromethyl)-[1,1'-biphenyl]-4-yl)methyl)hexanamide N[C@H](C(=O)NCC1=CC=C(C=C1)C1=CC=C(C=C1)C(F)(F)F)CCCC